CN(C=1C=C(NC2=NC(=NC(=C2)C2=CC=CC=C2)C=2CCCN(C2)C(=O)OC(C)(C)C)C=CC1)C tert-butyl 5-[4-[3-(dimethylamino) anilino]-6-phenyl-pyrimidin-2-yl]-3,4-dihydro-2H-pyridine-1-carboxylate